oxovanadium(2+) O=[V+2]